CC1C(CCCC1)NC1=C(C(=O)O)C=CC(=C1)C(F)(F)F 2-((2-methylcyclohexyl)amino)-4-(trifluoromethyl)benzoic acid